1-{2-[4-(azetidin-1-yl)-1H-1,2,3-triazol-1-yl]acetyl}-4-fluoro-N-{[6-fluoro-5-(propan-2-yl)pyridin-2-yl](phenyl)methyl}pyrrolidine-2-carboxamide N1(CCC1)C=1N=NN(C1)CC(=O)N1C(CC(C1)F)C(=O)NC(C1=CC=CC=C1)C1=NC(=C(C=C1)C(C)C)F